butyl 3-(2,2,2-trifluoroacetyl)pyrrolidine-1-carboxylate FC(C(=O)C1CN(CC1)C(=O)OCCCC)(F)F